BrC1=NN(C(=C1)CC(C)C)C1=CC(=C(C=C1)OCCOC)Cl 3-Bromo-1-[3-chloro-4-(2-methoxyethoxy)phenyl]-5-isobutyl-pyrazole